[Li].[Ni].[Fe] iron nickel lithium